C(C)O[Si](CCCCCN1N=NN=C1)(OCC)OCC 1-[5-(triethoxysilyl)pentyl]-1H-tetrazole